butenyl-phosphorus C(=CCC)[P]